C(C)OC(C[C@@H](CC#N)OC)=O (R)-4-cyano-3-methoxybutyric acid ethyl ester